ClC1=CC=C(C=C1)CNC(=O)NC=1C=C2CCN(CC2=CC1)C(=O)OC(C)(C)C tert-butyl 6-({N-[(4-chlorophenyl)methyl]carbamoyl} amino)-1,2,3,4-tetrahydroisoquinoline-2-carboxylate